5-(pyridin-2-yl)-1,2-oxazole-3-carboxylic acid N1=C(C=CC=C1)C1=CC(=NO1)C(=O)O